[Ni].[Al].[Ti] Titanium-aluminum-nickel